tert-Butyl (S)-5-(((S)-1-amino-3-methyl-1-oxobutan-2-yl)amino)-4-((S)-2-((S)-1-(cyclohexanecarbonyl) pyrrolidine-2-carboxamido)-4-methylpentanamido)-5-oxopentanoate NC([C@H](C(C)C)NC([C@H](CCC(=O)OC(C)(C)C)NC([C@H](CC(C)C)NC(=O)[C@H]1N(CCC1)C(=O)C1CCCCC1)=O)=O)=O